2-(6-(methyl(2,2,6,6-tetramethylpiperidin-4-yl)amino)pyridazin-3-yl)-5-(1,2,3,6-tetrahydropyridin-4-yl)phenol CN(C1=CC=C(N=N1)C1=C(C=C(C=C1)C=1CCNCC1)O)C1CC(NC(C1)(C)C)(C)C